8-[4-(1-aminocyclobutyl)phenyl]-9-phenyl-2H-[1,2,4]triazolo[3,4-f][1,6]naphthyridine-3-one NC1(CCC1)C1=CC=C(C=C1)C1=NC=2C=CN3C(C2C=C1C1=CC=CC=C1)=NNC3=O